N=1C=NN2C1C=C(C=C2)CC2=C(C=C(C=C2)NC=2C1=C(N=CN2)C=NC(=C1)N1[C@H](CN(CC1)C(=O)OC(C)(C)C)C)C tert-butyl (S)-4-(4-((4-([1,2,4]triazolo[1,5-a]pyridin-7-ylmethyl)-3-methylphenyl)amino)pyrido[3,4-d]pyrimidin-6-yl)-3-methylpiperazine-1-carboxylate